C(C)(C)(C)NC(=O)N1CC=2N(CC1)C(=C(C2C(=O)N)C2=CC(=CC=C2)C(F)(F)F)C2CC2 N2-tert-butyl-6-cyclopropyl-7-[3-(trifluoromethyl)phenyl]-3,4-dihydropyrrolo[1,2-a]pyrazine-2,8(1H)-dicarboxamide